C(OC1=NC2=CC(=CC=C2C=C1)OCCCCN1CCN(CC1)C1=CC=CC=2SC=CC21)(OC)=O 7-(4-(4-(benzo[b]thiophen-4-yl)piperazin-1-yl)butoxy)quinolin-2-yl methyl carbonate